COC(CCN1N=C(C=2C1=NC(=NC2)NC2=CC=CC=C2)NC2=C(C=C(C=C2C)C)C)(C)C 1-(3-methoxy-3-methyl-butyl)-N6-phenyl-N3-(2,4,6-trimethyl-phenyl)-1H-pyrazolo[3,4-d]pyrimidine-3,6-diamine